(S)-(+)-2-amino-4-methylpentan-1-ol N[C@H](CO)CC(C)C